CC1(C[C@@H](CCC1)N)C (1R)-3,3-dimethylcyclohexylamine